BrC=1C(=C(C=CC1)C1=CC(=C(C=N1)CO)C)Cl (6-(3-bromo-2-chlorophenyl)-4-methylpyridin-3-yl)methanol